4-({4-[({2-[methyl(methylsulfonyl)amino]pyridin-3-yl}methyl)amino]-5-(trifluoromethyl)pyrimidin-2-yl}amino)-N-(1-methylpiperidin-4-yl)benzamide CN(C1=NC=CC=C1CNC1=NC(=NC=C1C(F)(F)F)NC1=CC=C(C(=O)NC2CCN(CC2)C)C=C1)S(=O)(=O)C